OC1=C(C=CC=C1)CC(=O)O (2-hydroxy-phenyl)-acetic acid